N[C@@H](CC1=CC=C(C=C1)O)C(=O)N1[C@@H](C[C@@H](O)C1)C(=O)O Tyrosyl-Hydroxyproline